The molecule is a 7-deazaguanine ribonucleoside that is queuosine having a beta-D-mannosyl residue attached at position 5''. It is a beta-D-mannoside and a 7-deazaguanine ribonucleoside. It derives from a queuosine. C1=C[C@@H]([C@@H]([C@H]1NCC2=CN(C3=C2C(=O)NC(=N3)N)[C@H]4[C@@H]([C@@H]([C@H](O4)CO)O)O)O[C@H]5[C@H]([C@H]([C@@H]([C@H](O5)CO)O)O)O)O